CCCC(CCCCCCCCC(CCCCCCC)O)O eicosane-4,13-diol